(2R,3S)-methyl-3-(2-nitrophenyl)-1,4-dioxaspiro[4.5]decan-2-carboxylate COC(=O)[C@@H]1OC2(O[C@H]1C1=C(C=CC=C1)[N+](=O)[O-])CCCCC2